(4-methylpiperazin-1-yl)(4-(5-(4-nitrophenyl)imidazo[2,1-b][1,3,4]thiadiazol-2-yl)phenyl)methanone CN1CCN(CC1)C(=O)C1=CC=C(C=C1)C1=NN2C(S1)=NC=C2C2=CC=C(C=C2)[N+](=O)[O-]